F[Sb-](F)(F)(F)(F)F.CN1CN(C=C1)C 1,3-dimethyl-imidazole hexafluoroantimonate